C(C)(C)(C)OC(=O)N1C[C@@H]([C@H](C1)F)N (3S,4S)-3-amino-4-fluoro-pyrrolidine-1-carboxylic acid tert-butyl ester